1,1,1-tris(4'-hydroxybenzeneyl)ethane OC1=CC=C(C=C1)C(C)(C1=CC=C(C=C1)O)C1=CC=C(C=C1)O